P(=O)(=O)CC(=O)[O-] phospho-acetate